methyl 7-methyl-7H-pyrrolo[2,3-d]pyrimidine-4-carboxylate CN1C=CC2=C1N=CN=C2C(=O)OC